tert-butyl methyl(5-methyl-4-oxohexyl)carbamate CN(C(OC(C)(C)C)=O)CCCC(C(C)C)=O